1-(3-bromo-5-(trifluoromethyl)-1H-pyrazolo[4,3-b]pyridin-7-yl)azetidin-3-ol BrC1=NNC=2C1=NC(=CC2N2CC(C2)O)C(F)(F)F